CC=1C=CC2=C3C(C(C(=C2C1)OC(=O)CCCCC)=O)=C1C=CC=CC1=C(C3=O)OC(=O)CCCCC 2-methyl-5,11-dioxo-6,12-bis(n-pentylcarbonyloxy)naphthonaphthalene